CC1=C(C=CC=C1NC(=O)C1=CC(=C(C=N1)CNC[C@H](CC(=O)O)O)OC)C1=C(C(=CC=C1)NC(=O)C1=CC(=C(C=N1)CNC[C@H](CC(=O)O)O)OC)C (3S,3'S)-4,4'-((((((2,2'-dimethyl-[1,1'-biphenyl]-3,3'-diyl)bis(azanediyl))bis(carbonyl))bis(4-methoxypyridine-6,3-diyl))bis(methylene))bis(azanediyl))bis(3-hydroxybutanoic acid)